6-(6-(((1R,2R,3S,5S)-2-fluoro-8-azabicyclo[3.2.1]octan-3-yl)(methyl)amino)-1,2,4-triazin-3-yl)-7-hydroxy-2-methylisoquinolin-1(2H)-one F[C@@H]1[C@H]2CC[C@@H](C[C@@H]1N(C1=CN=C(N=N1)C=1C=C3C=CN(C(C3=CC1O)=O)C)C)N2